5-(2,5-dioxotetrahydrofuranyl)-3-methyl-cyclohexene-1,2-dicarboxylic acid O=C1OC(CC1C1CC(C(=C(C1)C(=O)O)C(=O)O)C)=O